5-{[5-(4-Fluorophenyl)-6-methoxypyridin-3-yl]methyl}pyrimidin FC1=CC=C(C=C1)C=1C=C(C=NC1OC)CC=1C=NC=NC1